N=1N=CN2C1C=C(C=C2)NC(CN2CC1(C2)CC(C1)OC1=C2C=CN(C(C2=C(C=C1)Cl)=O)C)=O N-([1,2,4]triazolo[4,3-a]pyridin-7-yl)-2-(6-((8-chloro-2-methyl-1-oxo-1,2-dihydroisoquinolin-5-yl)oxy)-2-azaspiro[3.3]heptan-2-yl)acetamide